((2-fluoro-4-methylphenoxy)methyl)pyridin-4-ol FC1=C(OCC2=NC=CC(=C2)O)C=CC(=C1)C